(4-tert-butylphenyl)methanethiol C(C)(C)(C)C1=CC=C(C=C1)CS